((1R,4R,5R)-4-(2,6-dimethoxy-4-(2-methyloctan-2-yl)phenyl)-6,6-dimethylbicyclo[3.1.1]hept-2-en-2-yl)methanol COC1=C(C(=CC(=C1)C(C)(CCCCCC)C)OC)[C@@H]1C=C([C@H]2C([C@@H]1C2)(C)C)CO